C(C(C)=C)S(=O)(=O)CC(C)=C Methallylsulfon